Rac-(6R,7S)-7-amino-3-methyl-6-({[(1S,4S)-4-(prop-1-yn-1-yl)cyclohexyl]oxy}methyl)-6,7,8,9-tetrahydro-4H-quinolizin-4-one N[C@@H]1[C@@H](N2C(C(=CC=C2CC1)C)=O)COC1CCC(CC1)C#CC |r|